FC=1C=CC=C2CCN(CC12)C(=O)C=1N=C2N(N1)[C@@H](C[C@@H]2F)C2=CC=CC=C2 |r| (8-fluoro-3,4-dihydro-1H-isoquinolin-2-yl)-[rac-(5S,7S)-7-fluoro-5-phenyl-6,7-dihydro-5H-pyrrolo[1,2-b][1,2,4]triazol-2-yl]methanone